ClC1=C(C=C2C=C(N=CC2=C1)NC(=O)[C@H]1[C@@H](C1)C1=CC=NN1C(C)C)C1CCN(CC1)[C@]1(COC[C@H]1O)C (1R,2R)-N-(7-chloro-6-(1-((3S,4S)-4-hydroxy-3-methyltetrahydrofuran-3-yl)piperidin-4-yl)isoquinolin-3-yl)-2-(1-isopropyl-1H-pyrazol-5-yl)cyclopropane-1-carboxamide